P(=O)(O)(O)OC=1C(=C2C=CC=CC2=CC1C=1C2=CC=CC=C2C=C2C=CC=CC12)C1=CC(=CC2=CC=CC=C12)C=1C2=CC=CC=C2C=C2C=CC=CC12 (R)-3,3'-bis(9-anthryl)-1,1'-binaphthol phosphate